C(C)(C)(C)C1=CC=C(CNC(=O)C2=CC=C3C(=C(N(C3=C2)C)C)CC=2C=CC(=C(O[C@@H](C(=O)OC)C)C2)Cl)C=C1 methyl (R)-2-(5-((6-((4-(tert-butyl)benzyl)carbamoyl)-1,2-dimethyl-1H-indol-3-yl)methyl)-2-chlorophenoxy)propanoate